5-fluoro-4-[6-fluoro-2-(5-fluoro-2-pyridinyl)-6-(methoxymethyl)-5,7-dihydro-4H-pyrazolo[1,5-a]pyridin-3-yl]-6-methyl-1H-pyrazolo[3,4-b]pyridine FC=1C(=C2C(=NC1C)NN=C2)C=2C(=NN1C2CCC(C1)(COC)F)C1=NC=C(C=C1)F